2-amino-5-{2-[(1S)-1-cyclopropylethyl]-7-methanesulfonamido-1-oxo-2,3-dihydro-1H-isoindol-5-yl}-N-[(1R,3R)-3-hydroxycyclopentyl]pyrazolo[1,5-a]pyrimidine-3-carboxamide NC1=NN2C(N=C(C=C2)C=2C=C3CN(C(C3=C(C2)NS(=O)(=O)C)=O)[C@@H](C)C2CC2)=C1C(=O)N[C@H]1C[C@@H](CC1)O